(2S)-2-[2-(1,1-difluoropropyl)-4-vinylphenoxy]propanoic acid FC(CC)(F)C1=C(O[C@H](C(=O)O)C)C=CC(=C1)C=C